1-bromo-4-(chloromethyl)-3-fluoro-2-methoxy-benzene BrC1=C(C(=C(C=C1)CCl)F)OC